C(C=C)[C@@H]1CN(C[C@H]1O)C(=O)OC(C)(C)C (3R,4S)-TERT-BUTYL 3-ALLYL-4-HYDROXYPYRROLIDINE-1-CARBOXYLATE